{(6S,8aR)-2-[3-fluoro-5-(2-methoxyethoxy)pyridin-2-yl]octahydropyrrolo[1,2-a]pyrazin-6-yl}methanol FC=1C(=NC=C(C1)OCCOC)N1C[C@@H]2N(CC1)[C@@H](CC2)CO